amino-cyclopropylcarboxylic acid C1CC1C(=O)ON